ammonium acryl dimethyltaurate NC(C)(C)CS(=O)(=O)OC(=O)C=C.[NH4+]